3-(3,7-dimethylocta-2,6-dien-1-yl)-2,4-dihydroxy-N-isopropyl-6-pentylbenzenesulfonamide CC(=CCC=1C(=C(C(=CC1O)CCCCC)S(=O)(=O)NC(C)C)O)CCC=C(C)C